N-(5-(2-(1-cyclopropylethyl)-7-(ethylsulfinyl)-1-oxoisoindolin-5-yl)-4-methylthiazol-2-yl)acetamide C1(CC1)C(C)N1C(C2=C(C=C(C=C2C1)C1=C(N=C(S1)NC(C)=O)C)S(=O)CC)=O